C(C)(C)NC1=NC2=CC=C(C=C2C=C1C(=O)NC1CCN(CC1)S(=O)(=O)C=1C=NC=CC1)C=1C=NNC1 (isopropylamino)-6-(1H-pyrazol-4-yl)-N-(1-(pyridin-3-ylsulfonyl)piperidin-4-yl)quinoline-3-carboxamide